2-Chloro-4,4-dimethylcyclopent-1-enecarbaldehyde ClC1=C(CC(C1)(C)C)C=O